C(CCC\C=C/CC)C(C(=C)C1=CC2=CC=CC=C2C=C1)C(C)C1=CC2=CC=CC=C2C=C1 (Z)-2,2'-(3-(oct-5-en-1-yl)pent-1-ene-2,4-diyl)dinaphthalene